ClCC(=O)C1SC2(N(C1=O)CC=1OC(=CC1)C1=CC=C(C3=CC=CC=C13)F)CCNCC2 (2-chloroacetyl)-4-((5-(4-fluoronaphthalen-1-yl)furan-2-yl)methyl)-1-thia-4,8-diazaspiro[4.5]Decan-3-one